4-(2-phenylhydrazino)benzonitrile C1(=CC=CC=C1)NNC1=CC=C(C#N)C=C1